BrC1=CC=C(C(=N1)[C@@H](C1(CCCC1)C)NC1=C(C(C1=O)=O)NC1=C(C(=NC=C1)C(=O)N(C)C)O)C (R)-4-((2-(((6-bromo-3-methylpyridin-2-yl)(1-methylcyclopentyl)methyl)amino)-3,4-dioxocyclobut-1-en-1-yl)amino)-3-hydroxy-N,N-dimethylpicolinamide